ClC1=C(C=CC(=C1)OC1=CC=CC=2C(=COC21)C)C=2N=C(C1=C(N2)NC=C1C=O)Cl 2-(2-chloro-4-((3-Methylbenzofuran-7-yl)oxy)phenyl)(4-chloro-7H-pyrrolo[2,3-d]pyrimidin-5-yl)methanone